ClC=1C=CC=2N(N1)C=NC(C2C2=C(C=CC(=C2)Cl)Cl)=O 2-chloro-5-(2,5-dichlorophenyl)-6H-pyrimido[1,6-b]pyridazin-6-one